BrC1=CC=C2C3(CC=4C(=NOC4C2=C1)NS(=O)(=O)N(C)C)CC3 ({8'-bromo-4'H-spiro[cyclopropane-1,5'-naphtho[2,1-d][1,2]oxazol]-3'-yl}sulfamoyl)dimethylamine